6-chloro-7-fluoronaphthalene-1,3-diol ClC=1C=C2C=C(C=C(C2=CC1F)O)O